C1(=CC=CC=C1)C1=NC(=NC(=N1)C1=CC=CC=C1)C=1C=C(C(=C(C1)C=1C=CC=2N(C3=CC=CC=C3C2C1)C1=CC=CC=C1)C1=NC(=CC=C1)C)C=1C=CC=2N(C3=CC=CC=C3C2C1)C1=CC=CC=C1 3,3'-(5-(4,6-diphenyl-1,3,5-triazin-2-yl)-2-(6-methylpyridin-2-yl)-1,3-phenylene)bis(9-phenyl-9H-carbazole)